8-(3-chloro-4-fluorophenyl)-2-(2-(3-ethyl-3-fluoroazetidin-1-yl)-2-oxoethyl)pyrrolo[1,2-a]pyrazin-1(2H)-one ClC=1C=C(C=CC1F)C=1C=CN2C1C(N(C=C2)CC(=O)N2CC(C2)(F)CC)=O